(R)-1-(6-(3-chloro-4-(2-chloro-3-(6-methoxy-5-(((((R)-tetrahydrofuran-2-yl)methyl)amino)methyl)pyridin-2-yl)phenyl)pyridin-2-yl)-8-methoxy-3,4-dihydroisoquinolin-2(1H)-yl)propan-2-ol ClC=1C(=NC=CC1C1=C(C(=CC=C1)C1=NC(=C(C=C1)CNC[C@@H]1OCCC1)OC)Cl)C=1C=C2CCN(CC2=C(C1)OC)C[C@@H](C)O